C[C@@H]1CC=C(CC1)C1=NN(C(C=C1)=O)CC(=O)NC=1C=CC=2N(C1)N=CN2 2-{3-[(4S)-4-methylcyclohex-1-en-1-yl]-6-oxopyridazin-1(6H)-yl}-N-([1,2,4]triazolo[1,5-a]pyridin-6-yl)acetamide